1-hydroxy-2-methyl-3-(2-(trifluoromethyl)benzyl)-4(1H)-quinolinone ON1C(=C(C(C2=CC=CC=C12)=O)CC1=C(C=CC=C1)C(F)(F)F)C